(R)-4-(2-Fluoro-4-((tetrahydrofuran-3-yl)carbamoyl)phenyl)piperazine-1-carboxylate FC1=C(C=CC(=C1)C(N[C@H]1COCC1)=O)N1CCN(CC1)C(=O)[O-]